methyl 2-[1-[3-[4-(2-fluorophenyl)piperazin-1-yl]-7-methyl-quinoxalin-5-yl]ethylamino]benzoate FC1=C(C=CC=C1)N1CCN(CC1)C=1C=NC2=CC(=CC(=C2N1)C(C)NC1=C(C(=O)OC)C=CC=C1)C